3-[1-(tert-butoxycarbonylamino)-2-ethoxy-2-carbonyl-ethyl]-4-methanesulfonyl-piperazine-1-carboxylic acid benzyl ester C(C1=CC=CC=C1)OC(=O)N1CC(N(CC1)S(=O)(=O)C)C(C(=C=O)OCC)NC(=O)OC(C)(C)C